C(C)(C)(C)C1=NC=CC(=C1)C1CC2(C1)CCN(CC2)C(=O)C2CC1(C2)NC(OC1)=O (2s,4s)-2-[2-(2-(tert-butyl)pyridin-4-yl)-7-azaspiro[3.5]nonane-7-carbonyl]-7-oxa-5-azaspiro[3.4]octan-6-one